CC1=NC=C2N1C=C(C=C2)C2=NC(=NC(=N2)NC(C)C=2N=C(N(C2)COCC[Si](C)(C)C)C(F)(F)F)N 6-(3-methylimidazo[1,5-a]pyridin-6-yl)-N2-[1-[2-(trifluoromethyl)-1-(2-trimethylsilylethoxymethyl)imidazol-4-yl]ethyl]-1,3,5-triazine-2,4-diamine